BrC1=CC=C(C=C1)CCC(=O)O 3-(4-bromophenyl)-propionic acid